CC=1C(=CSC1)CCC(=O)O 3-(4-methylthiophen-3-yl)propanoic acid